CC(C)(C)N1N=NC(=C1)CN(CC=1N=NN(C1)C(C)(C)C)CC=1N=NN(C1)CC(=O)O {4-[(bis{[1-(2-methyl-2-propyl)-1H-1,2,3-triazol-4-yl]methyl}amino)methyl]-1H-1,2,3-triazol-1-yl}acetic acid